3,5-difluoro-4-hydroxy-N-({(1r,4r)-4-[6-(5-methyl-1,3,4-thiadiazol-2-yl)-2H-indazol-2-yl]cyclohexyl}methyl)benzamide, ammonium salt [NH4+].FC=1C=C(C(=O)NCC2CCC(CC2)N2N=C3C=C(C=CC3=C2)C=2SC(=NN2)C)C=C(C1O)F